[1-(pyridin-2-yl)-1H-indole-3-carboxamido]Methyl benzoate C(C1=CC=CC=C1)(=O)OCNC(=O)C1=CN(C2=CC=CC=C12)C1=NC=CC=C1